ClC1=CC(=C(C=C1)C1=C(N(N=N1)CC)CN1N=CC(=CC1=O)N1CC(C1)OCC)F 2-[[5-(4-chloro-2-fluoro-phenyl)-3-ethyl-triazol-4-yl]methyl]-5-(3-ethoxyazetidin-1-yl)pyridazin-3-one